N-(3-((6-(4H-1,2,4-triazol-4-yl)-1H-indazol-4-yl)amino)propyl)-3-((3-(2-hydroxyethoxy)benzyl)amino)propanamide N=1N=CN(C1)C1=CC(=C2C=NNC2=C1)NCCCNC(CCNCC1=CC(=CC=C1)OCCO)=O